BrC1=CN=C2N1N=C(C=C2)N2CCC(CC2)(O)C 1-(3-Bromoimidazo[1,2-b]pyridazin-6-yl)-4-methylpiperidin-4-ol